ClC=1C(=CC(=NC1C1=CC=C(C=C1)F)C(CNC(=O)C=1C=C2C=C(N=NC2=C(C1)OC)C)(O)C1CC1)C(C)(C)O N-{(-)-2-[5-chloro-6-(4-fluorophenyl)-4-(2-hydroxypropan-2-yl)pyridin-2-yl]-2-cyclopropyl-2-hydroxyEthyl}-8-methoxy-3-methylcinnoline-6-carboxamide